OC[C@H](C[C@H]1C(NCC1)=O)NC(OC(C)(C)C)=O tert-Butyl ((S)-1-hydroxy-3-((S)-2-oxopyrrolidin-3-yl)propan-2-yl)carbamate